CC(C(=O)N[C@H]1C[C@H](CCC1)NC1=CC(=NC2=CC=CC=C12)C(F)(F)F)C 2-methyl-N-[(1r,3s)-3-{[2-(trifluoromethyl)quinolin-4-yl]amino}cyclohexyl]propanamide